rac-5-fluoro-2-(2-methoxy-7-methylquinoxalin-5-yl)-6-((cis-2-methoxycyclopentyl)oxy)benzo[d]thiazole FC=1C(=CC2=C(N=C(S2)C2=C3N=CC(=NC3=CC(=C2)C)OC)C1)O[C@H]1[C@H](CCC1)OC |r|